3-(2-methoxyphenyl)-N-(5-((1-((2-(trimethylsilyl)ethoxy)methyl)-4,5,6,7-tetrahydroindazol-4-yl)methoxy)-1,3,4-thiadiazol-2-yl)pyridine-4-carboxamide COC1=C(C=CC=C1)C=1C=NC=CC1C(=O)NC=1SC(=NN1)OCC1C=2C=NN(C2CCC1)COCC[Si](C)(C)C